C(=C\C(=O)O)\C(=O)C(C(=O)O)Cl 5-Chloromaleylacetic acid